5-[(propan-2-yl)amino]-2H-pyrazolo[3,4-b]pyridin CC(C)NC1=CC=2C(N=C1)=NNC2